tert-butyl N-[4-bromo-2-[4-nitro-2-(2-trimethylsilylethoxymethyl)pyrazol-3-yl]phenyl]carbamate BrC1=CC(=C(C=C1)NC(OC(C)(C)C)=O)C=1N(N=CC1[N+](=O)[O-])COCC[Si](C)(C)C